1-[(2R,3S,4R,5S,6S)-6-[3-[[4-(4-allyloxybutyl)phenyl]methyl]-4-methyl-phenyl]-3,4,5-tribenzyloxy-tetrahydropyran-2-yl]propan-1-ol C(C=C)OCCCCC1=CC=C(C=C1)CC=1C=C(C=CC1C)[C@H]1[C@@H]([C@H]([C@@H]([C@H](O1)C(CC)O)OCC1=CC=CC=C1)OCC1=CC=CC=C1)OCC1=CC=CC=C1